CC=1C=C(C=C(C1)C)C(O)C1=CC(=CC(=C1)C)C bis(3,5-dimethylphenyl)methanol